O1C2=C(OCC1)C=C(C=C2)C=2C(=C(C=CC2)C2=CC=1N(C=C2)C(=CN1)C1=CC=C(CN2[C@H](CCC2)C(=O)O)C=C1)C (4-(7-(3-(2,3-dihydrobenzo[b][1,4]dioxin-6-yl)-2-methylphenyl)imidazo[1,2-a]pyridin-3-yl)benzyl)-D-proline